4-(4-(3-(dimethylamino)benzenesulfonyl)phenyl)-1H-1,2,4-triazole-5(4H)-thione CN(C=1C=C(C=CC1)S(=O)(=O)C1=CC=C(C=C1)N1C=NNC1=S)C